S1C=NC=C1NC(=O)[C@@H]1CC12CCN(CC2)C(=O)OC(C(F)(F)F)C(F)(F)F 1,1,1,3,3,3-hexafluoropropan-2-yl (R)-1-(thiazol-5-ylcarbamoyl)-6-azaspiro[2.5]octane-6-carboxylate